COC1=CC=C(CNC2=C(N=CC3=C(C=CC=C23)Br)C(=O)NCCC)C=C1 4-((4-Methoxybenzyl)amino)-8-bromo-N-propylisoquinoline-3-carboxamide